Ethyl 2-((tert-butoxycarbonyl)amino)-2-(5-((2-methylpentyl)oxy)pyridin-2-yl)acetate C(C)(C)(C)OC(=O)NC(C(=O)OCC)C1=NC=C(C=C1)OCC(CCC)C